C1(CCC1)C=1C(=NN(C1C(C1=CC=CC=C1)(F)F)C)NC(C[C@@H]1C(C(C1)(F)F)(F)F)=O (S)-N-(4-cyclobutyl-5-(difluoro(phenyl)methyl)-1-methyl-1H-pyrazol-3-yl)-2-(2,2,3,3-tetrafluorocyclobutyl)acetamide